IC(C1=C(C(=CC=C1)C(I)(I)I)O)(I)I 2,6-bis(triiodomethyl)phenol